7-fluoro-2-(6-methylimidazo[1,2-a]pyridin-2-yl)-4H-pyrido[1,2-a]pyrimidin-4-one FC=1C=CC=2N(C(C=C(N2)C=2N=C3N(C=C(C=C3)C)C2)=O)C1